FC1=CC=C(C=C1)C=1NC(C2=CC=CC=C2C1C1=CC=C(C=C1)F)=O 3,4-bis(4-fluorophenyl)isoquinolin-1(2H)-one